(5S)-N-[(3S)-9-fluoro-2-oxo-5-phenyl-1,3-dihydro-1,4-benzodiazepin-3-yl]-5-methyl-2-[1-(oxan-4-yl)pyrazol-4-yl]-6,7-dihydro-5H-pyrazolo[5,1-b][1,3]oxazine-3-carboxamide FC1=CC=CC=2C(=N[C@@H](C(NC21)=O)NC(=O)C=2C(=NN1C2O[C@H](CC1)C)C=1C=NN(C1)C1CCOCC1)C1=CC=CC=C1